benzo[e][1,2,3]oxathiazine-2,2-dioxide O1S(N=CC2=C1C=CC=C2)(=O)=O